N1(CCC1)C(=O)C=1C=C(C=CC1)NC1=NC=C(C(=N1)NCC=1C(=NC=CC1)N(S(=O)(=O)C)C)C(F)(F)F N-[3-({[2-{[3-(azetidin-1-ylcarbonyl)phenyl]amino}-5-(trifluoromethyl)pyrimidin-4-yl]amino}methyl)pyridin-2-yl]-N-methylmethane-sulfonamide